tert-butyl (S)-2-((R)-2-((2-(hydroxymethyl)phenoxy)methyl)pyrrolidin-1-yl)-3-methylbutanoate OCC1=C(OC[C@@H]2N(CCC2)[C@H](C(=O)OC(C)(C)C)C(C)C)C=CC=C1